3-(tetrahydropyran-2-yloxy)-pyrrolidine O1C(CCCC1)OC1CNCC1